C1(NC(C2=CC=CC=C12)=O)=O isoindoldione